C[C@H]1C[C@H]([C@@H]([C@@H](O1)O[C@@H]2[C@H]([C@H]([C@H](O[C@H]2O[C@@H]3[C@H](OC([C@@H]([C@H]3O)NC(=O)C)O)CO)CO)O)O)O)O The molecule is an amino trisaccharide consisting of 4,6-dideoxy-alpha-L-xylo-hexopyranose, beta-D-galactopyranose and 2-acetamido-2-deoxy-D-glucopyranose residues joined in sequence by (1->2) and (1->4) glycosidic bonds. It is an amino trisaccharide and a member of acetamides. It derives from a beta-D-Galp-(1->4)-D-GlcpNAc.